[C@H]12CN(C[C@H](CC1)N2)C=2C=C(N=C1C=C(C=NC21)C2=CC(=CC1=CC=CC=C21)O)OCC21CCCN1CCC2 4-(8-((1R,5S)-3,8-diazabicyclo[3.2.1]octan-3-yl)-6-((tetrahydro-1H-pyrrolizin-7a(5H)-yl)methoxy)-1,5-naphthyridin-3-yl)naphthalen-2-ol